bis-(cyclohexyl-cyclopentadienyl)di-p-tolyl-titanium C1(CCCCC1)C1(C=CC=C1)[Ti](C1=CC=C(C=C1)C)(C1=CC=C(C=C1)C)C1(C=CC=C1)C1CCCCC1